NC1=NC=CC(N1)(N1CCOCC1)N1CC(NCC1)[2H] 1-(2-amino-4-morpholino-4-pyrimidyl)piperazine-3-d